CC1=C(C=CC=C1C(F)(F)F)[C@@H](C)NC1=NN=CC2=CC=C(C=C12)OC1CCN2CCCC2C1 N-((R)-1-(2-methyl-3-(trifluoromethyl)phenyl)ethyl)-7-((octahydroindolizin-7-yl)oxy)phthalazin-1-amine